[N+](=O)([O-])C1=C(C(=O)OC)C=CC(=C1)OC1=CC(=CC=C1)C(F)(F)F Methyl 2-nitro-4-(3-(trifluoro-methyl)phenoxy)benzoate